1,4-bis(glycidyloxy)cyclohexane tert-butyl-1-(4-chloro-3-fluorophenyl)-2-oxo-1,9-diazaspiro[5.5]undec-3-ene-9-carboxylate C(C)(C)(C)OC(=O)N1CCC2(CC=CC(N2C2=CC(=C(C=C2)Cl)F)=O)CC1.C(C1CO1)OC1CCC(CC1)OCC1CO1